methyl 3-(9-((4-(((tert-butoxycarbonyl)amino)methyl)-2-(2-oxo-2-(propylamino)ethyl)phenyl)carbamoyl)-4,5-dihydrobenzo[b]thieno[2,3-d]oxepin-8-yl)-6-(propylcarbamoyl)picolinate C(C)(C)(C)OC(=O)NCC1=CC(=C(C=C1)NC(=O)C1=CC2=C(OCCC3=C2SC=C3)C=C1C=1C(=NC(=CC1)C(NCCC)=O)C(=O)OC)CC(NCCC)=O